C(C=C)(=O)N1C[C@H](O[C@@H](C1)C)C1=CC(=NC(=C1)Cl)C1=CC(=NC=C1)C(=O)NC 4-((2R,6R)-4-acryloyl-6-methylmorpholin-2-yl)-6-chloro-N-methyl-[2,4'-bipyridine]-2'-carboxamide